N-(1-phenylethyl)-1-phenyl-2-naphthylamine C1(=CC=CC=C1)C(C)NC1=C(C2=CC=CC=C2C=C1)C1=CC=CC=C1